C(C)[N+](CC1=CC=C(C=C1)C=C)(CC)CC triethyl-(4-vinylbenzyl)ammonium